4-methyl-6-(5-(((3s,5r)-3-methyl-5-(4-methyl-1-oxo-1,3-dihydroisobenzofuran-5-yl)piperazin-1-yl)methyl)thiazol-2-yl)pyridine-3-carbonitrile CC1=C(C=NC(=C1)C=1SC(=CN1)CN1C[C@@H](N[C@@H](C1)C=1C(=C2COC(C2=CC1)=O)C)C)C#N